NC1=NC=C(C(=O)OCC)C=C1C1=NSC=C1 ethyl 6-amino-5-(isothiazol-3-yl)nicotinate